C(C)(C)C1=CC(=C(C(=O)NC=2SC(=CN2)[N+](=O)[O-])C=C1)C 4-isopropyl-2-methyl-N-(5-nitrothiazol-2-yl)benzamide